10-oxo-4,7,11,14-tetraazaoctacosanamide O=C(CCNCCNCCC(=O)N)NCCNCCCCCCCCCCCCCC